4-{3-(1,1'-biphenyl-4-yl)phenyl}-dibenzothiophene C1(=CC=C(C=C1)C=1C=C(C=CC1)C1=CC=CC2=C1SC1=C2C=CC=C1)C1=CC=CC=C1